2,2-bis[3-(3-(N-t-butoxycarbonylamino)-benzoylamino)-4-hydroxyphenyl]hexafluoropropane C(C)(C)(C)OC(=O)NC=1C=C(C(=O)NC=2C=C(C=CC2O)C(C(F)(F)F)(C(F)(F)F)C2=CC(=C(C=C2)O)NC(C2=CC(=CC=C2)NC(=O)OC(C)(C)C)=O)C=CC1